ClC1=CC=C(COC=2C=C(C=CC2NS(=O)(=O)C(F)F)C2=NNC(=C2C(=O)N)NC2=NC=C(N=C2)OC)C=C1 3-(3-((4-chlorobenzyl)oxy)-4-((difluoromethyl)sulfonamido)phenyl)-5-((5-methoxypyrazin-2-yl)amino)-1H-pyrazole-4-carboxamide